N[C@H](C(=O)N[C@H](C(=O)NCC(=O)N(C)CC(=O)NC1=CC=C(C=C1)CO[Si](C1=CC=CC=C1)(C1=CC=CC=C1)C(C)(C)C)CCCNC(=O)N)C(C)C (S)-2-((S)-2-Amino-3-methylbutanamido)-N-(2-((2-((4-(((tert-butyldiphenylsilyl)oxy)methyl)phenyl)amino)-2-oxoethyl)(methyl)amino)-2-oxoethyl)-5-ureidopentanamide